FC1(C=C(C2=C(N(C1=O)C)C=CC(=C2)C)C2=CC=CC=C2)F 3,3-difluoro-1,7-dimethyl-5-phenyl-1,3-dihydro-2H-benzo[b]azepin-2-one